C(CCCCCCCCCCCCCCCCC)OC1CC(NC(C1)(C)C)(C)C 4-Stearyloxy-2,2,6,6-tetramethylpiperidine